C(\C=C/C(=O)[O-])(=O)OCC(CCCC)CC mono(2-ethylhexyl) maleate